B(OC=1CCN(CC1)C(=O)OC(C)(C)C)([O-])[O-] (1-t-butoxycarbonyl-1,2,3,6-tetrahydropyridin-4-yl) borate